FC(C(=O)O)(F)F.FC(C(=O)O)(F)F.NC1=CC=C(C(=N1)C)CNC([C@H](C)NC(=O)C1NCC(C1)CC1=CC=2C(=NSN2)C=C1)=O N-((S)-1-(((6-amino-2-methylpyridin-3-yl)methyl)amino)-1-oxopropan-2-yl)-4-(benzo[c][1,2,5]thiadiazol-5-ylmethyl)pyrrolidine-2-carboxamide bis-trifluoroacetate